2,6,14,20,21-pentazatetracyclo[12.6.2.13,7.018,22]tricosa-1(20),3,5,7(23),16,18,21-heptaen-15-one C=12NC3=CC=NC(CCCCCCN4C(C=CC(=CN1)C4=N2)=O)=C3